CNC(=O)C=1OC=CC1C N,3-dimethylfuran-2-carboxamide